C(C)(=O)C=1C=C(C#N)C=CC1 3-acetylbenzonitrile